1-ethynyl-6-(3-methoxy-4-nitrobenzoyl)-6-azaspiro[2.5]octane C(#C)C1CC12CCN(CC2)C(C2=CC(=C(C=C2)[N+](=O)[O-])OC)=O